C1(CC1)CCCCNC(=O)N1C=NC(=C1)C=1SC=CN1 N-(4-Cyclopropylbutyl)-4-(thiazol-2-yl)-1H-imidazole-1-carboxamide